2-(6-(1,3-dimethoxypropan-2-yl)-2-(methylthio)-5,8-dioxo-5,6,7,8-tetrahydro-4H-pyrazolo[1,5-a]pyrrolo[3,4-d]pyrimidin-4-yl)-N-(5-fluoropyridin-2-yl)acetamide COCC(COC)N1C(C=2N(C=3N(C(C2C1)=O)N=C(C3)SC)CC(=O)NC3=NC=C(C=C3)F)=O